[OH-].[OH-].C(CCC[N+]1=CC(=CC(=C1)C)C)[N+]1=CC(=CC(=C1)C)C 1,1'-(butane-1,4-diyl)bis(3,5-dimethylpyridin-1-ium) dihydroxide